5-amyl-2(5H)-furanone C(CCCC)C1C=CC(O1)=O